COC1=CC=C(C=C1)C(=C(C)C1=CC=C(C=C1)OC)[2H] 1,2-bis(4-Methoxyphenyl)-1-propen-d1